O-methyl-isourea hydrochloride Cl.COC(N)=N